OCC[NH-] (2-hydroxyethyl)amide